tert-Butyl 3-ethynylpyrrolidine-1-carboxylate C(#C)C1CN(CC1)C(=O)OC(C)(C)C